5-(benzylamino)-2-bromo-pyrazolo[1,5-a]Pyrimidine-3-carbaldehyde C(C1=CC=CC=C1)NC1=NC=2N(C=C1)N=C(C2C=O)Br